2-[4-[(3S)-3-(5-Cyano-3-pyridyl)isoxazolidine-2-carbonyl]-4-fluoro-1-piperidyl]-5-fluoro-pyrimidine-4-carboxamide C(#N)C=1C=C(C=NC1)[C@H]1N(OCC1)C(=O)C1(CCN(CC1)C1=NC=C(C(=N1)C(=O)N)F)F